(3-bromo-5-fluorophenoxy)(tert-butyl)bis(methyl)silane BrC=1C=C(O[Si](C)(C)C(C)(C)C)C=C(C1)F